F[C@@H]1[C@@H](C1)C(=O)NC=1N=C2N(C=C(C=C2)C=2C=C(C(=O)OC)C=CC2C)C1 methyl 3-(2-((1S,2S)-2-fluorocyclopropane-1-carboxamido)imidazo[1,2-a]pyridin-6-yl)-4-methylbenzoate